OC1=C(C(N(C2=NC=C(C=C12)B1OC(C(O1)(C)C)(C)C)CCN1CCOCC1)=O)C(=O)OCC ethyl 4-hydroxy-1-(2-morpholinoethyl)-2-oxo-6-(4,4,5,5-tetramethyl-1,3,2-dioxaborolan-2-yl)-1,8-naphthyridine-3-carboxylate